COC([C@H](C(C)C)N1N=NC2=C1CCC1=CC(=CC=C12)Br)=O.FC1=CC=C(C=C1)C=1NC(=NN1)C=1C=CC(=C(C1)S(=O)(=O)N1CCOCC1)C ((5-(5-(4-fluorophenyl)-4H-1,2,4-triazol-3-yl)-2-methylphenyl)sulfonyl)morpholine methyl-(S)-2-(7-bromo-4,5-dihydro-3H-naphtho[1,2-d][1,2,3]triazol-3-yl)-3-methylbutanoate